((1S,6R,7R)-7-(2-fluorophenyl)-3-(3-(2-(trifluoromethyl)quinazolin-6-yl)-1H-pyrazolo[3,4-b]pyrazin-6-yl)-3-azabicyclo[4.1.0]heptan-7-yl)methanamine FC1=C(C=CC=C1)[C@]1([C@@H]2CCN(C[C@H]12)C1=CN=C2C(=N1)NN=C2C=2C=C1C=NC(=NC1=CC2)C(F)(F)F)CN